(3S)-3-[9H-fluoren-9-ylmethoxycarbonyl-(methyl)amino]-4-oxo-4-pyrrolidin-1-ylbutanoic acid C1=CC=CC=2C3=CC=CC=C3C(C12)COC(=O)N([C@@H](CC(=O)O)C(N1CCCC1)=O)C